CN([C@H](CI)C(=O)O)C(=O)OC(C)(C)C methyl-(S)-N-tert-butoxycarbonyl-beta-iodoalanine